ClC=1C=C(C=NC1N1N=CC=N1)NC(=O)NC1=C(C=2N(N=C1)C=CN2)C(C)OC N-(5-chloro-6-(2H-1,2,3-triazol-2-yl)pyridin-3-yl)-N'-(8-(1-methoxyethyl)imidazo[1,2-b]pyridazin-7-yl)urea